2-amino-5-bromo-6-fluoro-3-iodobenzaldehyde NC1=C(C=O)C(=C(C=C1I)Br)F